N-[(3,5-difluoro-4-methoxy-phenyl)methyl]-3,4-dimethyl-pyrimido[4',5':4,5]thieno[2,3-c]pyridazin-8-amine FC=1C=C(C=C(C1OC)F)CNC1=NC=NC2=C1SC=1N=NC(=C(C12)C)C